methyl-2-chloroacrylate COC(C(=C)Cl)=O